CC=1C(N2[C@H]([C@H](CCC2=CC1)NS(=O)(=O)CC)COC1CCC(CC1)C1=C(C=CC=C1)C)=O |r| rac-N-[(3S,4R)-7-methyl-4-({[(1s,4s)-4-(2-methylphenyl)cyclohexyl]oxy}methyl)-6-oxo-1,3,4,6-tetrahydro-2H-quinolizin-3-yl]ethanesulfonamide